1-(4-fluorophenyl)-N-[6-(hydroxymethyl)-5-(trifluoromethyl)pyridin-3-yl]-3-methyl-1H-pyrazole-4-carboxamide FC1=CC=C(C=C1)N1N=C(C(=C1)C(=O)NC=1C=NC(=C(C1)C(F)(F)F)CO)C